FC(C=1C=C(C=CC1)[C@@H]1CNCC1)(F)F (R)-3-[3-(trifluoromethyl)phenyl]pyrrolidine